3-(5-(4-((1-(4-amino-5-methoxy-2-(1-methyl-1H-pyrazol-4-yl)phenyl)piperidin-4-yl)methyl)piperazin-1-yl)-1-oxoisoindolin-2-yl)piperidine-2,6-dione NC1=CC(=C(C=C1OC)N1CCC(CC1)CN1CCN(CC1)C=1C=C2CN(C(C2=CC1)=O)C1C(NC(CC1)=O)=O)C=1C=NN(C1)C